4-chlorobenzyl (4-(1-(3-methoxy-1-methyl-1H-pyrazole-5-carboxamido)ethyl)phenyl)carbamate COC1=NN(C(=C1)C(=O)NC(C)C1=CC=C(C=C1)NC(OCC1=CC=C(C=C1)Cl)=O)C